CC1=C(C2=CC=CC=C2C=C1)C(=O)P(C1=CC=C(C=C1)CCC)(C(=O)C1=C(C=CC2=CC=CC=C12)C)=O bis-(2-methyl-1-naphthoyl)-4-propylphenylphosphine oxide